1,5-bis(2-aminobenzoylamino)hexane NC1=C(C(=O)NCCCCC(C)NC(C2=C(C=CC=C2)N)=O)C=CC=C1